FC=1C=CC2=C(CCO2)C1CNC1=NC=C(C=2N1C=NN2)C=2C=1N(C(=CC2)N2CCCC2)N=CN1 N-((5-fluoro-2,3-dihydrobenzofuran-4-yl)methyl)-8-(5-(pyrrolidin-1-yl)-[1,2,4]triazolo[1,5-a]pyridin-8-yl)-[1,2,4]triazolo[4,3-c]pyrimidin-5-amine